C1CCC12N(CCC2)CCNC(=O)C=2C=C(C(=NC2)C)NC(=O)C=2C=NN1C2SC(=C1)C=1C=NN(C1)CCO N-(5-((2-(5-azaspiro[3.4]octan-5-yl)ethyl)carbamoyl)-2-methylpyridin-3-yl)-2-(1-(2-hydroxyethyl)-1H-pyrazol-4-yl)pyrazolo[5,1-b]thiazole-7-carboxamide